N[C@@H](C)[C@H]1[C@H](CN(CC1)C(=O)OC(C)(C)C)CC tert-Butyl (3R,4R)-4-[(1S)-1-aminoethyl]-3-ethylpiperidine-1-carboxylate